Cl[C@H](C1=CC=NC=C1)C1=NN(C=C1)CC(F)(F)F |r| (rac)-4-(Chloro(1-(2,2,2-trifluoroethyl)-1H-pyrazol-3-yl)methyl)pyridine